BrC1=CC=CC(=N1)NC(=O)[C@H]1N([C@@H]2C[C@@]2(C1)C)C(CN1N=C(C2=CC(=CC(=C12)C)C=1C=NC(=NC1)C)C(=O)N)=O 1-(2-((1R,3S,5R)-3-((6-bromopyridin-2-yl)carbamoyl)-5-methyl-2-azabicyclo[3.1.0]hexan-2-yl)-2-oxoethyl)-7-methyl-5-(2-methylpyrimidin-5-yl)-1H-indazole-3-carboxamide